N-(3-(6-amino-5-(2-((methyl-d3)amino)ethoxy)pyrimidin-4-yl)-5-fluoro-2-methylphenyl)-6'-fluoro-2',3'-dihydrospiro[cyclopropane-1,1'-indene]-5'-carboxamide NC1=C(C(=NC=N1)C=1C(=C(C=C(C1)F)NC(=O)C=1C=C2CCC3(C2=CC1F)CC3)C)OCCNC([2H])([2H])[2H]